5-(5-(cyclopropylcarbamoyl)-4-fluoro-2-methylphenyl)-2-((2-hydroxyethyl)(methyl)amino)-N,N-dimethylnicotinamide C1(CC1)NC(=O)C=1C(=CC(=C(C1)C=1C=NC(=C(C(=O)N(C)C)C1)N(C)CCO)C)F